(1S,2S)-2-(3-chlorophenyl)-N-(4-(((6-cyclopropyl-8-(2-oxo-3-azabicyclo[3.1.0]hexan-3-yl)imidazo[1,2-a]pyridin-2-yl)methyl)amino)pyridin-2-yl)cyclopropane-1-carboxamide ClC=1C=C(C=CC1)[C@@H]1[C@H](C1)C(=O)NC1=NC=CC(=C1)NCC=1N=C2N(C=C(C=C2N2C(C3CC3C2)=O)C2CC2)C1